methyl 4-[methoxy(methyl)carbamoyl]butanoate CON(C(=O)CCCC(=O)OC)C